spiro[indene-2,4'-piperidine]-1-amine N1CCC2(CC1)C(=C1C=CC=CC1=C2)N